ethyl 2-(tert-butyl)-4-pentenoate C(C)(C)(C)C(C(=O)OCC)CC=C